NC1=C(C=NN1C1=C(C=CC=C1)OC)C(=O)N1C[C@@]2(CCC1)C1=C(NC(O2)=O)C=CC(=C1F)Cl (R)-1'-(5-Amino-1-(2-methoxyphenyl)-1H-pyrazole-4-carbonyl)-6-chloro-5-fluorospiro[benzo[d][1,3]oxazine-4,3'-piperidin]-2(1H)-one